BrC=1C=C(C=CC1OC1=C(C=C(C=C1)F)F)N=S1(CCCC1)=O 1-{[3-bromo-4-(2,4-difluorophenoxy)phenyl]Imino}tetrahydro-1H-1lambda6-thiophene-1-oxide